ClC1C(=O)NC(C1)=O chloro-succinimide